FC1=CC=C(C(=O)N[C@H]2CC[C@@]3(C4CC[C@@]5(C(=CCC5C4CC=C3C2)N2C=NC(=C2)Br)C)C)C=C1 4-fluoro-N-((3S,10R,13S)-17-(4-bromo-1H-imidazol-1-yl)-10,13-dimethyl-2,3,4,7,8,9,10,11,12,13,14,15-dodecahydro-1H-cyclopenta[a]phenanthren-3-yl)benzamide